(R)-4-{2-[4-(3-(2,4-dimethyl-3-oxopiperazin-1-yl)propoxy)phenyl]quinolin-6-yl}-6-methyl-1-tosyl-1H-pyrrolo[2,3-c]pyridin-7(6H)-one C[C@H]1N(CCN(C1=O)C)CCCOC1=CC=C(C=C1)C1=NC2=CC=C(C=C2C=C1)C=1C2=C(C(N(C1)C)=O)N(C=C2)S(=O)(=O)C2=CC=C(C)C=C2